COC(C[C@@H](C1=CC=CC=C1)N(CCC(=O)OC)C(=O)OC(C)(C)C)=O (S)-3-((tert-butoxycarbonyl)(3-methoxy-3-oxopropyl)amino)-3-phenylpropionic acid methyl ester